C(#N)CC=1C=C(C=CC1)C1(CC(C1)C(=O)OC)F methyl 3-(3-(cyanomethyl) phenyl)-3-fluorocyclobutane-1-carboxylate